C1(=CC=CC=C1)NC1(N2C(C=3C=CC(=CC3C1)C#N)=C1C=CC=CC1=N2)C(F)(F)F 6-(Phenylamino)-6-(trifluoromethyl)-5,6-dihydroindazolo[3,2-a]isoquinoline-3-carbonitrile